NCCN1C=NC=C1 N-aminoethyl-imidazole